C(C=C)OC(=O)N[C@@H](CC1=CC=C(C=C1)OCC1=CC=CC=C1)C(=O)O N-(allyloxycarbonyl)-O-benzyltyrosine